5-cyclopropyl-1,2,4-oxadiazol-3-amine C1(CC1)C1=NC(=NO1)N